N-tert-butyl-1-(6-chloro-1,5-naphthyridin-2-yl)pyrrolidin-3-amine C(C)(C)(C)NC1CN(CC1)C1=NC2=CC=C(N=C2C=C1)Cl